6H,7H,8H-pyrido[4,3-d]pyrimidine-6-carboxylate N1=CN=CC2=C1CCN(C2)C(=O)[O-]